COC=1C=C(C=C(C1)OC)C1=CC(=NN1CCC1=CC=CC=C1)COC(C(=O)O)(C)C 2-([5-(3,5-Dimethoxyphenyl)-1-(2-phenylethyl)-1H-pyrazol-3-yl]methoxy)-2-methylpropanoic acid